ClC=1C=C(C=CC1)[C@H]1NCOC1 (R)-4-(3-chlorophenyl)-oxazolidine